OCC1CC(C1)=O 3-(hydroxymethyl)cyclobutan-1-one